3-isopropyl-5-(4-(1-((5-(isoxazol-4-yl)thiazolo[5,4-b]pyridin-2-yl)oxy)ethyl)piperidin-1-yl)-1,2,4-oxadiazol C(C)(C)C1=NOC(=N1)N1CCC(CC1)C(C)OC=1SC2=NC(=CC=C2N1)C=1C=NOC1